boc-L-isoleucinol C(=O)(OC(C)(C)C)N[C@@H]([C@@H](C)CC)CO